COC1=C2C=C(NC2=CC=C1)C(=O)N1C[C@H]2[C@@H]([C@H]1C(=O)N[C@H](C(C(=O)OC)O)C[C@H]1C(NCC1)=O)CCC2 methyl (3S)-3-[[(3S,3aS,6aR)-2-(4-methoxy-1H-indole-2-carbonyl)-3,3a,4,5,6,6a-hexahydro-1H-cyclopenta[c]pyrrole-3-carbonyl]amino]-2-hydroxy-4-[(3S)-2-oxopyrrolidin-3-yl]butanoate